(R)-2-((S)-1-(4-fluorophenyl)-3,4-dihydroisoquinolin-2(1H)-yl)-7-(2,2,2-trifluoroethyl)-1-oxa-3,7-diazaspiro[4.4]non-2-ene FC1=CC=C(C=C1)[C@@H]1N(CCC2=CC=CC=C12)C=1O[C@@]2(CN1)CN(CC2)CC(F)(F)F